C(C=C)(=O)N1C[C@@H](N(C[C@H]1C)C1=NC(N2C3=C(C(=CC=C13)C1=C(C=CC=3NN=NC31)C)OCC2)=O)C 7-((2S,5R)-4-acryloyl-2,5-dimethylpiperazin-1-yl)-10-(5-methyl-1H-benzo[d][1,2,3]triazol-4-yl)-2,3-dihydro-5H-[1,4]oxazino[2,3,4-ij]quinazolin-5-one